hydrogensulfite S(=O)(O)[O-]